C(#N)C1CC(C1)NC(=O)N1N=CC(=C1)C1=C2C(=NC=C1)NC(N2)=O N-(3-cyanocyclobutyl)-4-(2,3-dihydro-2-oxo-1H-imidazo[4,5-b]pyridin-7-yl)-1H-pyrazole-1-carboxamide